2-(4-cyclopropyl-6-methoxypyrimidin-5-yl)-4-(4-(1-ethyl-4-(trifluoromethyl)-1H-imidazol-2-yl)-3-fluorobenzyl)-6,7-dihydropyrazolo[1,5-a]pyrimidin-5(4H)-one C1(CC1)C1=NC=NC(=C1C1=NN2C(N(C(CC2)=O)CC2=CC(=C(C=C2)C=2N(C=C(N2)C(F)(F)F)CC)F)=C1)OC